C(C)C1(CN(C1)C=1OC(=C(N1)C(=O)NC1=CC(=C(C(=C1)F)OC1CC2(CCC2)CCC1)F)CC(F)(F)F)CC 2-(3,3-diethylazetidin-1-yl)-N-(3,5-difluoro-4-(spiro[3.5]nonan-6-yloxy)phenyl)-5-(2,2,2-trifluoroethyl)oxazole-4-carboxamide